CC1=CC=C(C=C1)S(=O)(=O)O\N=C(\C1=NC=C(C=C1[S@](=O)C)C1=CC(=CC=C1)F)/N [(Z)-[amino-[5-(3-fluorophenyl)-3-[(R)-methylsulfinyl]-2-pyridyl]methylene] amino] 4-methylbenzenesulfonate